2-([1,1'-Biphenyl]-2-oxy)ethyl methacrylate C(C(=C)C)(=O)OCCOC=1C(=CC=CC1)C1=CC=CC=C1